Hydroxymethyl-benzoic acid anion OCC1=C(C(=O)[O-])C=CC=C1